2-[4-(3-chloro-2-piperazin-1-yl-6-quinolinyl)triazol-1-yl]-N,N-dimethyl-ethylamine dihydrochloride Cl.Cl.ClC=1C(=NC2=CC=C(C=C2C1)C=1N=NN(C1)CCN(C)C)N1CCNCC1